NC1=NC=C2N(C(N(C2=N1)[C@@H]1O[C@@H]([C@H]([C@H]1O)F)CO)=O)CC1(CC1)C(F)(F)F 2-Amino-9-((2R,3S,4S,5R)-4-fluoro-3-hydroxy-5-(hydroxymethyl)tetrahydrofuran-2-yl)-7-((1-(trifluoromethyl)cyclopropyl)methyl)-7,9-dihydro-8H-purin-8-on